ClC1=CC(=C(C=C1)CC(=O)OCC)F Ethyl 2-(4-chloro-2-fluoro-phenyl)acetate